COC(CC1=C(C=C(C=C1)Br)C)=O 2-(4-bromo-2-methylphenyl)acetic acid methyl ester